NC=1C(=CC2=C(OCC(O2)COC)C1)C(=O)O 7-amino-3-(methoxymethyl)-2,3-dihydrobenzo[b][1,4]dioxine-6-carboxylic acid